propyl-1,3-thiazole-5-carboxamide C(CC)C=1SC(=CN1)C(=O)N